CC1=C(C(=CC(=C1)O)C)C(C1=CC=CC=C1)C1=C(C=C(C=C1C)O)C bis(2,6-dimethyl-4-hydroxyphenyl)phenylmethane